ClC=1C=C2C(C(N(C2=CC1C(=O)OC)CCOC)=O)(C)C methyl 5-chloro-1-(2-methoxyethyl)-3,3-dimethyl-2-oxoindoline-6-carboxylate